2,4-dimethyl-N-(6-(5-methyl-1,2,4-oxadiazol-3-yl)-2,3-dihydrobenzofuran-3-yl)oxazole-5-carboxamide CC=1OC(=C(N1)C)C(=O)NC1COC2=C1C=CC(=C2)C2=NOC(=N2)C